cobalt (triphenylphosphine) chloride [Cl-].C1(=CC=CC=C1)P(C1=CC=CC=C1)C1=CC=CC=C1.[Co+2].[Cl-]